C(C)(=O)OC=1C(=NC=CC1OC)C(=O)N[C@H](C(=O)O[C@@H](C)C1(CC1)C1=CC=CC2=CC=CC=C12)C [(1S)-1-[1-(1-naphthyl)cyclopropyl]ethyl] (2S)-2-[(3-acetoxy-4-methoxy-pyridine-2-carbonyl)amino]propanoate